C(#N)C1=CC=C2C(=CC(=NC2=C1)C=1C=CC(=NC1)C(=O)O)CN1CCOCC1 5-(7-cyano-4-(morpholinomethyl)quinolin-2-yl)picolinic acid